ClC1=NC2=CC=C(C=C2C=C1C(=O)OC)OC methyl 2-chloro-6-methoxyquinoline-3-carboxylate